CC1(CO1)C1=CC=CC=C1 3-methyl-3-phenyl-oxirane